1-(1-(2,6-difluoro-4-iodophenyl)-3-methyl-3,4-dihydrobenzo[4,5]thieno[2,3-c]pyridin-2(1H)-yl)-2-methylpropan-1-one FC1=C(C(=CC(=C1)I)F)C1N(C(CC2=C1SC1=C2C=CC=C1)C)C(C(C)C)=O